N-(2-(dimethylamino)ethyl)benzenesulfonamide CN(CCNS(=O)(=O)C1=CC=CC=C1)C